COC(=O)C1ON(CCC1)C[C@H](C)NC(=O)OC(C)(C)C.C(C)NC(C1=CC=C(C=C1)C1NC2=CC=CC=C2CC1)=O N-Ethyl-4-(1,2,3,4-tetrahydroquinoline-2-yl)benzamide methyl-1-((S)-2-((tert-Butoxycarbonyl)amino)propyl)-2-oxapiperidine-3-carboxylate